(S)-1-(1-((5-(4-((4-(morpholinomethyl)phenyl)ethynyl)phenyl)isoxazol-3-yl)methyl)-1H-benzo[d]imidazol-2-yl)ethyl acetate C(C)(=O)O[C@@H](C)C1=NC2=C(N1CC1=NOC(=C1)C1=CC=C(C=C1)C#CC1=CC=C(C=C1)CN1CCOCC1)C=CC=C2